ClC1=NC=C(C(=C1)Cl)COC 2,4-dichloro-5-(methoxymethyl)pyridine